N-Boc-1,11-diamino-3,6,9-trioxaundecane C(=O)(OC(C)(C)C)NCCOCCOCCOCCN